N1=C(C=CC=C1)C1=NC=CC(=C1C1=NC=CC=C1)CO terpyridine-4'-methanol